2-[4-[[5-[3-[3-[[Ethyl(methyl)sulfamoyl]amino]-2,6-difluoro-benzoyl]-1H-pyrrolo[2,3-b]pyridin-5-yl]-2-pyridyl]methyl]piperazin-1-yl]acetic acid C(C)N(S(=O)(=O)NC=1C(=C(C(=O)C2=CNC3=NC=C(C=C32)C=3C=CC(=NC3)CN3CCN(CC3)CC(=O)O)C(=CC1)F)F)C